(2-amino-3-(3-((6-(pyrazin-2-ylmethoxy)pyridin-3-yl)methyl)isoxazol-5-yl)pyridin-1-ium-1-yl)methyl hydrogen phosphate P(=O)(OC[N+]1=C(C(=CC=C1)C1=CC(=NO1)CC=1C=NC(=CC1)OCC1=NC=CN=C1)N)(O)[O-]